NC(C(=O)O)CC1=C(C=CC=C1)Cl 2-AMINO-3-(2-CHLORO-PHENYL)-Propionic ACID